rel-4-ethyl-3-(6-methyl-4-{[(1r,4r)-4-(trifluoromethyl)cyclohexyl]oxy}-pyridin-2-yl)-1H,4H,5H-pyrrolo[3,2-b]pyridin-5-one C(C)N1C2=C(C=CC1=O)NC=C2C2=NC(=CC(=C2)OC2CCC(CC2)C(F)(F)F)C